8-Bromo-N-propylquinoxalin-6-amine BrC=1C=C(C=C2N=CC=NC12)NCCC